[Na].OC1=CC=C(O[C@@H](C(=O)O)C)C=C1 (R)-(+)-2-(4-hydroxyphenoxy)propionic acid sodium